2-(tert-butyl)-N-((1-(6-(1-methyl-1H-pyrazol-4-yl)-[1,2,4]triazolo[1,5-a]pyrazin-8-yl)piperidin-4-yl)methyl)-2H-tetrazole-5-carboxamide C(C)(C)(C)N1N=C(N=N1)C(=O)NCC1CCN(CC1)C=1C=2N(C=C(N1)C=1C=NN(C1)C)N=CN2